4-(3-(1,1-difluoroethyl)-1-((2-((2-methoxyethoxy)methyl)cyclohexyl)methyl)-4-methyl-1H-pyrazole-5-carboxamido)picolinamide FC(C)(F)C1=NN(C(=C1C)C(=O)NC1=CC(=NC=C1)C(=O)N)CC1C(CCCC1)COCCOC